2-((2-chloro-5-methylpyrimidin-4-yl)amino)-N-methylbenzamide ClC1=NC=C(C(=N1)NC1=C(C(=O)NC)C=CC=C1)C